2-[1-[2-(3,4-Dihydro-1H-pyrrolo[1,2-a]pyrazin-2-yl)-6-methyl-4-oxo-chromen-8-yl]ethylamino]benzoic acid C1C=2N(CCN1C=1OC3=C(C=C(C=C3C(C1)=O)C)C(C)NC1=C(C(=O)O)C=CC=C1)C=CC2